1-chloro-2-(dibromophenylmethyl)benzene t-butyl-(1-fluoro-4-hydroxyl-5-((triisopropylsilyl)ethynyl)naphthalen-2-yl)carbamate C(C)(C)(C)N(C(O)=O)C1=C(C2=CC=CC(=C2C(=C1)O)C#C[Si](C(C)C)(C(C)C)C(C)C)F.ClC1=C(C=CC=C1)C(C1=CC=CC=C1)(Br)Br